N1C(NC2=C1C=CC(=C2)NC2=NC(=NC=C2C)NC=2C=C(C(=NC2)N2CCN(CC2)C)C)=O N4-(benzimidazolin-2-on-5-yl)-N2-[3-methyl-2-(4-methylpiperazin-1-yl)pyridin-5-yl]-5-methylpyrimidine-2,4-diamine